6-((1H-pyrazol-1-yl)methyl)-5-methylbenzo[d]isoxazole-3-amine N1(N=CC=C1)CC1=CC2=C(C(=NO2)N)C=C1C